3-Cyano-6-(pyrrolidin-1-yl)pyrazolo[1,5-a]pyridin C(#N)C=1C=NN2C1C=CC(=C2)N2CCCC2